methyl (R)-2-amino-6-(N-tert-butyloxycarbonyl-N-(2-(2-methoxyethoxy)ethyl)amino)hexanoate N[C@@H](C(=O)OC)CCCCN(CCOCCOC)C(=O)OC(C)(C)C